methyl 6-methoxy-2-((1r,4r)-4-(2-oxoethyl)cyclohexyl)-2H-indazole-5-carboxylate COC=1C(=CC2=CN(N=C2C1)C1CCC(CC1)CC=O)C(=O)OC